C(CCCC)N1CC(C1)N 1-pentylazetidin-3-amine